1-[2-[5-methyl-3-(trifluoromethyl)-1H-pyrazol-1-yl]acetyl]-4-piperidinenitrile CC1=CC(=NN1CC(=O)N1CCC(CC1)C#N)C(F)(F)F